[Fe].C(CCCCCCC\C=C/CCCCCCCC)(=O)NCC(=O)O.[Na] sodium oleoyl-glycine iron